NC=1C(=C2C(=NC1)N(C=C2)S(=O)(=O)C2=CC=CC=C2)NC2C[C@@H]1CC(C[C@@H]1C2)NC(=O)NC2=NC(=NS2)OC 1-((2r,3aR,5r,6aS)-5-((5-amino-1-(phenylsulfonyl)-1H-pyrrolo[2,3-b]pyridin-4-yl)amino)octahydropentalen-2-yl)-3-(3-methoxy-1,2,4-thiadiazol-5-yl)urea